(2S)-2-[allyl(9H-fluoren-9-ylmethoxycarbonyl)amino]-3-phenyl-propanoic acid C(C=C)N([C@H](C(=O)O)CC1=CC=CC=C1)C(=O)OCC1C2=CC=CC=C2C=2C=CC=CC12